CN(C)C1=C(OC2=C1C=CC=C2)C(=O)N (dimethylamino)-1-benzofuran-2-carboxamide